6-[(2R)-2-[3-fluoro-5-(methylthio)phenyl]pyrrolidin-1-yl]imidazo[1,2-b]pyridazine-3-carboxylic acid FC=1C=C(C=C(C1)SC)[C@@H]1N(CCC1)C=1C=CC=2N(N1)C(=CN2)C(=O)O